4-ethoxy-1-(4-fluorophenyl)-N-(4-methyl-3-(quinolin-6-yl)phenyl)-2-keto-1,2-dihydropyridine-3-carboxamide C(C)OC1=C(C(N(C=C1)C1=CC=C(C=C1)F)=O)C(=O)NC1=CC(=C(C=C1)C)C=1C=C2C=CC=NC2=CC1